6-fluoro-3-nitro-3,4-dihydro-2H-1-benzopyran FC=1C=CC2=C(CC(CO2)[N+](=O)[O-])C1